C(#C)C1=C2C(=NC(=C1)C=1C(=C(C#N)C=CC1)C)N(C=N2)C2OCCCC2 3-(7-Ethynyl-3-(tetrahydro-2H-pyran-2-yl)-3H-imidazo[4,5-b]pyridin-5-yl)-2-methyl-Benzonitrile